(2s,3s,4r,5r,6s)-2-fluoro-6-methyltetrahydro-2H-pyran-3,4,5-trisyl tripropionate C(CC)(=O)O[C@@H]1[C@@H](O[C@H]([C@H]([C@H]1OC(CC)=O)OC(CC)=O)C)F